COCOC1=C(C2=CC=CC=C2C=C1C=O)C1=C(C=CC2=CC=CC=C12)OCOC (R)-2,2'-bis(methoxymethoxy)-[1,1'-binaphthyl]-3-aldehyde